BrC1=NNC(=N1)C(CCCO)OC1=CC(=CC(=C1)F)Cl 4-(3-bromo-1H-1,2,4-triazol-5-yl)-4-(3-chloro-5-fluorophenoxy)butan-1-ol